Ethyl (E)-3-(1-benzyl-1H-indol-3-yl)-2-cyanoacrylate C(C1=CC=CC=C1)N1C=C(C2=CC=CC=C12)/C=C(/C(=O)OCC)\C#N